tris(2,4-di-tert-butyl-6-methylphenyl)pentaerythritol diphosphite OP(O)OP(O)O.C(C)(C)(C)C1=C(C(=CC(=C1)C(C)(C)C)C)C(C(C(O)(C1=C(C=C(C=C1C)C(C)(C)C)C(C)(C)C)C1=C(C=C(C=C1C)C(C)(C)C)C(C)(C)C)(CO)CO)O